6-(1-(4-methoxyphenyl)prop-2-yn-1-yl)-5-methyl-2-phenyl-3-(piperidin-1-yl)pyrazolo[1,5-a]pyrimidin-7(4H)-one COC1=CC=C(C=C1)C(C#C)C1=C(NC=2N(C1=O)N=C(C2N2CCCCC2)C2=CC=CC=C2)C